5-(2,6-difluorobenzyl)-3-(2-(pyridin-2-yl)vinyl)-1H-indazole FC1=C(CC=2C=C3C(=NNC3=CC2)C=CC2=NC=CC=C2)C(=CC=C1)F